[Hf].C(C)NCC diethylamine hafnium